BrCC1=NC=C(C=N1)C(C(=O)O)(C)C 2-(2-(Bromomethyl)pyrimidin-5-yl)-2-methylpropanoic acid